FC1=C(C(=C2C=CN(C2=C1F)S(=O)(=O)C1=CC=C(C=C1)C)S)OC=1C=CC(=C(C#N)C1)F 5-[6,7-Difluoro-1-(p-tolylsulfonyl)-4-sulfanyl-indol-5-yl]oxy-2-fluoro-benzonitrile